IC=1C(=CC2=CC=CC=C2C1)NC(OC(C)(C)C)=O tert-butyl (3-iodonaphthalen-2-yl)carbamate